N[C@@H]1C[C@H]([C@@H](CC1)O)F (1r,2r,4S)-4-amino-2-fluorocyclohexanol